3-hydroxythietane-1,1-dioxide OC1CS(C1)(=O)=O